5-chloro-3-(pyrazolo[1,5-a]pyrimidin-6-yl)thieno[3,2-b]pyridine ClC1=CC=C2C(=N1)C(=CS2)C=2C=NC=1N(C2)N=CC1